BrC=1C=C(C(=NC1)F)[C@H]([C@H](O)C1=C(C=CC(=C1)F)F)NC(OC(C)(C)C)=O tert-butyl (1R,2R)-1-(5-bromo-2-fluoropyridin-3-yl)-2-(2,5-difluorophenyl)-2-hydroxyethylcarbamate